thiophthalic acid C(C=1C(C(=O)O)=CC=CC1)(=S)O